CC1=C(C(=CC(=C1)C)C)NC(=O)NCC1=CC2=C(C(N(C2)C2C(NC(CC2)=O)=O)=O)S1 1-(2,4,6-trimethylphenyl)-3-((5-(2,6-dioxopiperidin-3-yl)-6-oxo-5,6-dihydro-4H-thieno[2,3-c]pyrrol-2-yl)methyl)urea